6-chloro-5-methoxy-2-(5-methoxy-1H-1,2,4-triazol-3-yl)-3-(1H-pyrazol-4-yl)-1H-pyrrolo[3,2-b]pyridine ClC=1C=C2C(=NC1OC)C(=C(N2)C2=NNC(=N2)OC)C=2C=NNC2